Natrium L-gluconat O=C([C@@H](O)[C@H](O)[C@@H](O)[C@@H](O)CO)[O-].[Na+]